5-Chloro-N-(2-((2-chloro-4-nitrophenyl)amino)-2-oxoethyl)-2-(methylsulfonamido)benzamide ClC=1C=CC(=C(C(=O)NCC(=O)NC2=C(C=C(C=C2)[N+](=O)[O-])Cl)C1)NS(=O)(=O)C